NCCC(C(=O)O)(CC)S aminoethyl-mercaptobutyric acid